(5-(cyclopropylethynyl)-3,4-dihydro-quinolin-1(2H)-yl)-7-fluoro-[1,2,4]triazolo[4,3-a]quinazolin-8-amine C1(CC1)C#CC1=C2CCCN(C2=CC=C1)C1=NN=C2N1C1=CC(=C(C=C1C=N2)F)N